5-(6-ethyl-8-fluoro-4-methyl-2-((S)-1-(((R)-tetrahydrofuran-2-yl)methyl)-1,7-diazaspiro[4.4]nonan-7-yl)quinolin-3-yl)-3-methyl-1,2,4-oxadiazole C(C)C=1C=C2C(=C(C(=NC2=C(C1)F)N1C[C@]2(CCCN2C[C@@H]2OCCC2)CC1)C1=NC(=NO1)C)C